CN(CCSC1CC(CCC1CCC(C(C)C)SCCN(C)C)C(=O)OCCCCCCCCCCCCCCCCCCCCOC(=O)C1CC(C(CC1)CCC(C(C)C)SCCN(C)C)SCCN(C)C)C icosane-1,20-diyl bis(3-((2-(dimethylamino)ethyl)thio)-4-(3-((2-(dimethylamino)ethyl)thio)-4-methylpentyl)cyclohexanecarboxylate)